2-[1-[4-[2-[1-(6,7-dihydro-5H-pyrrolo[1,2-c]imidazol-1-yl)-2-oxo-2-(thiazol-2-ylamino)ethyl]-7-fluoro-indazol-6-yl]phenyl]-4-hydroxy-4-piperidinyl]acetic acid hydrochloride Cl.C1(=C2N(C=N1)CCC2)C(C(NC=2SC=CN2)=O)N2N=C1C(=C(C=CC1=C2)C2=CC=C(C=C2)N2CCC(CC2)(O)CC(=O)O)F